(3aR,5s,6aS)-2-(1,3-benzodioxol-4-ylmethyl)-N-[6-(2-chloro-5-fluoro-phenyl)pyridazin-3-yl]-3,3a,4,5,6,6a-hexahydro-1H-cyclopenta[c]pyrrol-5-amine O1COC2=C1C=CC=C2CN2C[C@@H]1[C@H](C2)CC(C1)NC=1N=NC(=CC1)C1=C(C=CC(=C1)F)Cl